(S)-3-(fluoromethyl)piperidine hydrochloride Cl.FC[C@@H]1CNCCC1